methanoic hydroxide C(=O)O